BrC1=C(C=C2C(=NC(=NC2=C1F)Cl)C1OC2(C1)CNCCC2)F (7-bromo-2-chloro-6,8-difluoroquinazolin-4-yl)-1-oxa-6-azaspiro[3.5]nonane